isopropyl-dimethyl-oxysilane (S)-2-((1-(5-(4-isopropylphenyl)-1,3,4-thiadiazol-2-yl)ethyl)carbamoyl)-4-methoxypyridin-3-yl-isobutyrate C(C)(C)C1=CC=C(C=C1)C1=NN=C(S1)[C@H](C)NC(=O)C1=NC=CC(=C1OC(C(C)C)=O)OC.C(C)(C)[SiH](OC)OC